trihexyltetradecylphosphine thiocyanate [S-]C#N.C(CCCCC)C(CCCCCCCCCCCCCP)(CCCCCC)CCCCCC